triphenyl[2-(1H-1,2,3,4-tetrazol-5-yl)ethyl]phosphanium bromide salt [Br-].C1(=CC=CC=C1)[P+](CCC1=NN=NN1)(C1=CC=CC=C1)C1=CC=CC=C1